COCC1N(CCC1)CC(=O)NC=1C=C(C(=NC1)C)NC(=O)C=1C=NN2C1SC(=C2)C=2C=NN(C2)C N-(5-(2-(2-(methoxymethyl)pyrrolidin-1-yl)acetamido)-2-methylpyridin-3-yl)-2-(1-methyl-1H-pyrazol-4-yl)pyrazolo[5,1-b]thiazole-7-carboxamide